(S)-8-Bromo-3-(3,4-dichlorobenzyl)-6-((2-imino-3-methyl-2,3-dihydro-1H-imidazol-1-yl)methyl)chroman-4-one BrC=1C=C(C=C2C([C@H](COC12)CC1=CC(=C(C=C1)Cl)Cl)=O)CN1C(N(C=C1)C)=N